(cis)-3-methoxycyclopentanamine hydrochloride Cl.CO[C@H]1C[C@H](CC1)N